[C@@H]1([C@H](O)[C@@H](O)[C@H](O)[C@H](O1)CO)OC1=CC2=C(C3=CC=C(C(C=C3[C@H](CC2)NC(C)=O)=O)OC)C(=C1OC)OC N-[(7S)-3-(β-D-glucopyranosyloxy)-5,6,7,9-tetrahydro-1,2,10-trimethoxy-9-oxobenzo[a]heptalen-7-yl]-acetamide